3-(4-methyl-1-(oxetan-3-yl)piperidin-4-yl)acrylonitrile CC1(CCN(CC1)C1COC1)C=CC#N